3-(1-(4-chlorobenzyl)-3-isobutyryl-5-isopropyl-1H-indol-2-yl)-2,2-dimethylpropanoic acid ClC1=CC=C(CN2C(=C(C3=CC(=CC=C23)C(C)C)C(C(C)C)=O)CC(C(=O)O)(C)C)C=C1